C(C)(C)(C)C1=NOC(=N1)C(=O)NCC1=C(C=C(C=C1)C1=C2C(=NC=C1)NC(=N2)C2=CC(=CC=C2)NC(\C=C\CN(C)C)=O)F (E)-3-(tert-Butyl)-N-(4-(2-(3-(4-(dimethylamino)but-2-enamido)phenyl)-3H-imidazo[4,5-b]pyridin-7-yl)-2-fluorobenzyl)-1,2,4-oxadiazole-5-carboxamide